[3H]-Pyrylamine O1C(CCC=C1)N